FC(C1=NN=C(O1)C1=CN=C(S1)CN1C2=C(CC[C@@H](C1=O)C)C=CN=C2)F (3S)-1-({5-[5-(difluoromethyl)-1,3,4-oxadiazol-2-yl]-1,3-thiazol-2-yl}methyl)-3-methyl-1H,2H,3H,4H,5H-pyrido[3,4-b]azepin-2-one